C(C)(C)[NH+]1C(N(CC1)C(C)C)C(C)C 1,2,3-triisopropylimidazolinium